C1(CCC1)C1=C(C=CC=C1F)C1=CC(=CC=C1OCC1CC(C1)NC(=O)C1(CNC2(CCC2)C1)F)CC(=O)O (2'-cyclobutyl-3'-fluoro-6-{[(1r,3r)-3-{[(7ξ)-7-fluoro-5-azaspiro[3.4]octane-7-carbonyl]amino}cyclobutyl]methoxy}[1,1'-biphenyl]-3-yl)acetic acid